ClC=1C=C(CC2=NOC(=N2)C2=CC=C(COC3=CC=C(C=O)C=C3)C=C2)C=CC1 4-((4-(3-(3-Chlorobenzyl)-1,2,4-oxadiazol-5-yl)benzyl)oxy)benzaldehyde